ClC=1C=CC(=C(C1)C=1C=C(C=2OCCNC2N1)NC1=C2C(=NC=C1)NC(=C2)C(=O)NCCC2CCN(CC2)C)F 4-{[6-(5-chloro-2-fluorophenyl)-2H,3H,4H-pyrido[3,2-b][1,4]-oxazin-8-yl]amino}-N-[2-(1-methylpiperidin-4-yl)ethyl]-1H-pyrrolo[2,3-b]pyridine-2-carboxamide